ClC1=C2C(N(C(NC2=C(C=C1)S(=O)(=O)C1=CC(=C2C=NN(C2=C1)C1CCCC1)F)=O)O)=O 5-chloro-8-((1-cyclopentyl-4-fluoro-1H-indazol-6-yl)sulfonyl)-3-hydroxyquinazoline-2,4(1H,3H)-dione